4-(2-hexyldecanoyloxy)phenylacetic acid C(CCCCC)C(C(=O)OC1=CC=C(C=C1)CC(=O)O)CCCCCCCC